COC(=O)C1=CC2=C3C=CC=NC3=CC=C2S1 thieno[3,2-f]quinoline-2-carboxylic acid methyl ester